FC1=C(C=CC=C1)S(=O)(=O)NC(OC)=O methyl ((2-fluorophenyl)sulfonyl)carbamate